((5-(1H-indazol-3-yl)-2-methylphenyl)sulfonyl)morpholine N1N=C(C2=CC=CC=C12)C=1C=CC(=C(C1)S(=O)(=O)N1CCOCC1)C